N[C@@H]1CN(CC[C@H]1C)C(=O)C1=CC2=C(N(C(=N2)C=2N(C3=CC=CC=C3C2)CC)C)C=C1 |r| (+/-)-trans-(3-Amino-4-methylpiperidin-1-yl)(2-(1-ethyl-1H-indol-2-yl)-1-methyl-1H-benzo[d]imidazol-5-yl)methanone